3-((tert-Butyldimethylsilyl)oxy)propyl-8-(3-chlorophenoxy)-7-isopentyl-3-methyl-1H-purine-2,6(3H,7H)-dione [Si](C)(C)(C(C)(C)C)OCCCN1C(N(C=2N=C(N(C2C1=O)CCC(C)C)OC1=CC(=CC=C1)Cl)C)=O